C(C)(C)(C)N(C(=O)OC1(CC1)CC1=CC=C(C=C1)C(C)(C)C)C/C(=C\F)/CN1C=C2C(N(CCC2=C1Cl)C1CC1)=O 1-(4-(tert-butyl)benzyl)cyclopropane-1-ol tert-butyl-(E)-(2-((1-chloro-5-cyclopropyl-4-oxo-4,5,6,7-tetrahydro-2H-pyrrolo[3,4-c]pyridin-2-yl)methyl)-3-fluoroallyl)carbamate